C(C)C(C(=O)[O-])CCCC.[Zn+2].C(C)C(C(=O)[O-])CCCC zinc(II) 2-ethyl-1-hexanoate